COC1=CC=C(C=C1)C=1N=C(C2=C(N1)C=CC=N2)N2CCN(CC2)C(C=C)=O 1-(4-(2-(4-methoxyphenyl)pyrido[3,2-d]pyrimidin-4-yl)piperazin-1-yl)prop-2-en-1-one